2-chloro-4-[4-fluoro-2-(4-methyl-1,2,4-triazol-3-yl)phenyl]-6-(prop-1-en-2-yl)pyridine ClC1=NC(=CC(=C1)C1=C(C=C(C=C1)F)C1=NN=CN1C)C(=C)C